CN(CCN1N=CC=C1C=1C=2N(C(=NC1)NCC1=C(C=CC3=C1CCO3)F)C=C(N2)C#N)C 8-(1-(2-(dimethylamino)ethyl)-1H-pyrazol-5-yl)-5-(((5-fluoro-2,3-dihydrobenzofuran-4-yl)methyl)amino)imidazo[1,2-c]pyrimidine-2-carbonitrile